1-(2,2-Difluoroethyl)-3-fluoropiperidin-4-yl(8-amino-7-fluoro-6-(8-methyl-2,3-dihydro-1H-pyrido[2,3-b][1,4]oxazin-7-yl)isoquinolin-3-yl)carbamate FC(CN1CC(C(CC1)N(C([O-])=O)C=1N=CC2=C(C(=C(C=C2C1)C1=C(C2=C(OCCN2)N=C1)C)F)N)F)F